(4-((1-ethyl-7-methoxy-1H-indazol-6-yl)amino)-6-(methyl-d3)-5-oxo-6,7-dihydro-5H-pyrrolo[3,4-b]pyridin-2-yl)cyclopropylcarboxamide C(C)N1N=CC2=CC=C(C(=C12)OC)NC1=C2C(=NC(=C1)NC(=O)C1CC1)CN(C2=O)C([2H])([2H])[2H]